(6-methyl-3-(2H-1,2,3-triazol-2-yl)pyridin-2-yl)((1S,4R,6R)-6-((5-(trifluoromethyl)pyrazin-2-yl)oxy)-2-azabicyclo[2.2.1]heptan-2-yl)methanone CC1=CC=C(C(=N1)C(=O)N1[C@@H]2[C@@H](C[C@H](C1)C2)OC2=NC=C(N=C2)C(F)(F)F)N2N=CC=N2